2-(3-fluoro-4-methoxyphenyl)-6-(r-isopropyl-[1,4'-bipiperidin]-4-yl)-4-methyl-1H-benzo[d]imidazole FC=1C=C(C=CC1OC)C1=NC2=C(N1)C=C(C=C2C)C2C[C@@H](N(CC2)C2CCNCC2)C(C)C